N-((S)-1-(((S)-1-(((S)-1-cyano-2-((S)-2-oxopiperidin-3-yl)ethyl)amino)-3-cyclopropyl-1-oxopropan-2-yl)amino)-3-(naphthalen-1-yl)-1-oxopropan-2-yl)pyrazine-2-carboxamide C(#N)[C@H](C[C@H]1C(NCCC1)=O)NC([C@H](CC1CC1)NC([C@H](CC1=CC=CC2=CC=CC=C12)NC(=O)C1=NC=CN=C1)=O)=O